N[C@@H](C(=O)O)CC=1C=NC(=NC1)N (R)-2-amino-3-(2-aminopyrimidin-5-yl)propanoic acid